BrC1=NC=CC(N1)=O bromopyrimidin-4(3H)-one